C1=CC(=CC=C1CCN)OP(=O)(O)O The molecule is an aryl phosphate that is tyramine in which the phenolic hydrogen at position 4 has been replaced by a phospho group. It derives from a tyramine.